CC1(OC(C(C(O1)=O)C(CCC(=O)[O-])=O)=O)C 4-(2,2-dimethyl-4,6-dioxo-1,3-dioxan-5-yl)-4-oxobutanoate